2,2-difluoro-2-(2-(methoxymethoxy)phenyl)acetic acid FC(C(=O)O)(C1=C(C=CC=C1)OCOC)F